1-[(2R,3R,4S,5R)-4-(benzyloxy)-5-[(benzyloxy)methyl]-5-(chloromethyl)-3-hydroxyoxolan-2-yl]-5-fluoro-3H-pyrimidine-2,4-dione C(C1=CC=CC=C1)O[C@H]1[C@H]([C@@H](O[C@]1(CCl)COCC1=CC=CC=C1)N1C(NC(C(=C1)F)=O)=O)O